FC1=CC=CC=2C(=N[C@@H](C(NC21)=O)NC(=O)C2=C(N=C1N2N=CC=C1)C=1C=C2C=NNC2=CC1)C1=CC=CC=C1 N-[(3S)-9-fluoro-2-oxo-5-phenyl-1,3-dihydro-1,4-benzodiazepine-3-yl]-2-(1H-indazol-5-yl)imidazo[1,2-b]Pyridazine-3-carboxamide